(R)-N-(2-(4-Cyanothiazolidin-3-yl)-2-oxoethyl)-6-(3,3-dimethylazetidin-1-yl)quinoline-4-carboxamide C(#N)[C@H]1N(CSC1)C(CNC(=O)C1=CC=NC2=CC=C(C=C12)N1CC(C1)(C)C)=O